C(C)(=O)OCCCS(=O)(=O)O[Na] 3-[(sodiooxy)sulfonyl]propyl acetate